1,4-dioxaspiro[4.5]decan-8-one hydrate O.O1CCOC12CCC(CC2)=O